ClC(CC(F)(F)F)Cl 3,3-dichloro-1,1,1-trifluoropropane